C(C)(=O)O[C@@H]1C[C@@H]2CC[C@H]3[C@@H]4CCC([C@@]4(C)CC[C@@H]3[C@]2(CC1)C)=O 3b-acetoxy-5a-androstan-17-one